C(C)(C)C1=C(C(=CC(=C1)C(C1=CC=CC=C1)C1=CC=CC=C1)C(C)C)I 2,6-diisopropyl-4-(benzhydryl)iodobenzene